1-(4-methoxyphenyl)-3-(4-tert-butylphenyl)-1,3-propanedione COC1=CC=C(C=C1)C(CC(=O)C1=CC=C(C=C1)C(C)(C)C)=O